C(C1=CC=CC=C1)NC(N(C1=NC=C(C=N1)C=1C=NN(C1)C)[C@@H]1CC[C@H](CC1)NC1=NC=C(C(=N1)NC1COC1)C#N)=O 3-benzyl-1-(trans-4-((5-cyano-4-(oxetan-3-ylamino)pyrimidin-2-yl)amino)cyclohexyl)-1-(5-(1-methyl-1H-pyrazol-4-yl)pyrimidin-2-yl)urea